CNS(=O)(=O)C=1C=NC(=C(C1)C=1N=CN(C1)C)N[C@H](C)C1=CC=CC=C1 N-Methyl-5-(1-methylimidazol-4-yl)-6-[[(1R)-1-phenylethyl]amino]pyridine-3-sulfonamide